(6-bromopyrazolo[1,5-a]pyridin-3-yl)methanone BrC=1C=CC=2N(C1)N=CC2C=O